[Rh](F)(F)F rhodium(III) fluoride